ethyl 2-[4-(2-methylpyrazol-3-yl) indazol-1-yl]acetate CN1N=CC=C1C1=C2C=NN(C2=CC=C1)CC(=O)OCC